methyl 3-chloro-5-iodo-benzoate ClC=1C=C(C(=O)OC)C=C(C1)I